2-{[(3S)-3-{3-[(4-chloro-2-fluorophenoxy)methyl]phenoxy}pyrrolidin-1-yl]methyl}-4-fluoro-1-{[(2S)-oxetan-2-yl]methyl}-1H-1,3-benzodiazole-6-carboxylic acid ClC1=CC(=C(OCC=2C=C(O[C@@H]3CN(CC3)CC3=NC4=C(N3C[C@H]3OCC3)C=C(C=C4F)C(=O)O)C=CC2)C=C1)F